5-chloro-2'-(1'H,3H-spiro[2-benzofuran-1,4'-piperidin]-1'-yl)-1,3-dihydro-4'H-spiro[indene-2,5'-[1,3]oxazol]-4'-one ClC=1C=C2CC3(C(N=C(O3)N3CCC4(CC3)OCC3=C4C=CC=C3)=O)CC2=CC1